5-[2-benzyl-oxy-6-fluoro-4-(pyrimidin-2-ylamino)phenyl]-1,1-dioxo-1,2,5-thiadiazolidin-3-one C(C1=CC=CC=C1)OC1=C(C(=CC(=C1)NC1=NC=CC=N1)F)N1CC(NS1(=O)=O)=O